ClC1=NC=C(C=N1)OC1=CC=C(C=C1)OCCOC 2-chloro-5-(4-(2-methoxyethoxy)phenoxy)pyrimidine